bis(4-amino-3-hydroxyphenyl)sulfone NC1=C(C=C(C=C1)S(=O)(=O)C1=CC(=C(C=C1)N)O)O